(S)-N-(2-((3-(1-acetyl-2-methyl-1,2,3,4-tetrahydroquinolin-6-yl)phenyl)amino)-2-oxoethyl)-2-chloro-7-methyl-4-morpholinothieno[3,2-d]pyrimidine-6-carboxamide C(C)(=O)N1[C@H](CCC2=CC(=CC=C12)C=1C=C(C=CC1)NC(CNC(=O)C1=C(C=2N=C(N=C(C2S1)N1CCOCC1)Cl)C)=O)C